N=1N(N=CC1)C1=CC=C(CNC(=O)[C@@H]2N([C@@H](CN(C2)CC2=C(C=CC=C2F)OC=2C(=NC=CC2)CC)C)C(C(C)C)=O)C=C1 (2R,6R)-N-(4-(2H-1,2,3-triazol-2-yl)benzyl)-4-(2-((2-ethylpyridin-3-yl)oxy)-6-fluorobenzyl)-1-isobutyryl-6-methylpiperazine-2-carboxamide